2-(Chloromethyl)quinoline hydrochloride Cl.ClCC1=NC2=CC=CC=C2C=C1